C(C)(C)(C)P(C1=CC=C(C=C1)N(C)C)C(C)(C)C di-tertiary-butyl(4-dimethylaminophenyl)phosphine